Trideca-1,12-dien-7-ol C=CCCCCC(CCCCC=C)O